(2R)-N-((S)-(3-chloro-2,4-difluorophenyl)(5-chloro-6-(trifluoromethyl)pyridin-2-yl)methyl)-2-methyl-3-oxopiperazine-1-carboxamide ClC=1C(=C(C=CC1F)[C@H](NC(=O)N1[C@@H](C(NCC1)=O)C)C1=NC(=C(C=C1)Cl)C(F)(F)F)F